4-chloro-5-(4-((4-fluoro-2-(trifluoromethyl)phenyl)amino)-5,8-dihydropyrido[3,4-d]pyrimidin-7(6H)-yl)pyridazin-3(2H)-one ClC=1C(NN=CC1N1CC=2N=CN=C(C2CC1)NC1=C(C=C(C=C1)F)C(F)(F)F)=O